OCC([C@H]1CC[C@H]2[C@@H]3CC[C@H]4CCCC[C@]4(C)[C@H]3CC[C@]12C)=O hydroxy-5α-pregnane-20-one